FC=1C=CC(=CC1)CO 5-fluoro-2-(hydroxymethyl)benzene